platinum-nickel hydroxide [Ni](O)O.[Pt]